tert-butyl-phenyl-silandiol C(C)(C)(C)[Si](O)(O)C1=CC=CC=C1